N1C(=CC=2N1CCC=NC2)C(=O)[O-] pyrazolo[1,5-a][1,4]diazepine-2(7H)-carboxylate